ClC=1C(=C(CN2[C@@H](C[C@@](CC2)(C(=O)O)CC2=NC(=C(C(=C2F)C(C(C)(C)C)=O)C)NC2=NNC(=C2)C)C)C=CC1)F (2R,4R)-1-(3-chloro-2-fluorobenzyl)-4-((3-fluoro-5-methyl-6-((5-methyl-1H-pyrazol-3-yl)amino)-4-pivaloylpyridin-2-yl)methyl)-2-methylpiperidine-4-carboxylic acid